3-benzyl 2-(tert-butyl) (3S)-1-hydroxy-2-azaspiro[4.4]non-7-ene-2,3-dicarboxylate OC1N([C@@H](CC12CC=CC2)C(=O)OCC2=CC=CC=C2)C(=O)OC(C)(C)C